(5E)-5-(1H-indol-3-ylmethylene)-2-(1-naphthylamino)-1,3-thiazol-4(5H)-one N1C=C(C2=CC=CC=C12)\C=C\1/C(N=C(S1)NC1=CC=CC2=CC=CC=C12)=O